(cyclohexylsulfonyloxy-imino)-cyclohexylacetonitrile C1(CCCCC1)S(=O)(=O)ON=C(C#N)C1CCCCC1